1-oxo-3-(pyridin-4-yl)propan O=CCCC1=CC=NC=C1